OC1=CC=C2C(=CC(OC2=C1C)=O)C 7-hydroxy-4,8-dimethylcoumarin